CON(C(=O)C1CC1)CC1=CC=C(C=C1)C1=NOC(=N1)C(F)(F)F.[Cl].[V] Vanadium chlorine N-methoxy-N-[[4-[5-(trifluoromethyl)-1,2,4-oxadiazol-3-yl]phenyl]methyl]cyclopropanecarboxamide